FC=1C=C(N2N=C(N=CC21)N[C@H]2[C@@H](COCC2)O)C2(CCCCC2)C (3S,4R)-4-((5-fluoro-7-(1-methylcyclohexyl)pyrrolo[2,1-f][1,2,4]triazin-2-yl)amino)tetrahydro-2H-pyran-3-ol